1-(4-cyclopropylbenzyl)-4-(propane-1-yn-1-yl)-1H-indazole-7-carboxylic acid C1(CC1)C1=CC=C(CN2N=CC3=C(C=CC(=C23)C(=O)O)C#CC)C=C1